2-(Hydroxymethyl)-8-methoxy-4H-quinolizin-4-one OCC=1C=C2C=C(C=CN2C(C1)=O)OC